N[C@H]1CN(CCC1)CC1=CC(=NC=C1)C(=O)NC1CCN(CC1)C=1SC=2N=CN=C(C2N1)N1CCOCC1 (R)-4-((3-aminopiperidin-1-yl)methyl)-N-(1-(7-morpholinothiazolo[5,4-d]pyrimidin-2-yl)piperidin-4-yl)picolinamide